4-((benzhydrylamino)methyl)-2-ethoxyphenol C(C1=CC=CC=C1)(C1=CC=CC=C1)NCC1=CC(=C(C=C1)O)OCC